CC1=NC=C(C(=N1)N1CCC(CC1)OC=1C=CC2=COC=C2C1)C 6-((1-(2,5-dimethylpyrimidin-4-yl)piperidin-4-yl)oxy)isobenzofuran